2-(2-((2-(2,6-dioxopiperidin-3-yl)-1,3-dioxoisoindol-5-yl)oxy)ethoxy)acetaldehyde O=C1NC(CCC1N1C(C2=CC=C(C=C2C1=O)OCCOCC=O)=O)=O